O[C@@H]1C[C@H](N(C1)C(C(C(C)C)C1=CC(=NO1)C)=O)C(=O)OC (2S,4R)-methyl 4-hydroxy-1-(3-methyl-2-(3-methylisoxazol-5-yl)butanoyl)pyrrolidine-2-carboxylate